1-(2-((tertbutyldimethylsilyl)oxy)ethyl)-2-methylpiperazine C(C)(C)(C)[Si](OCCN1C(CNCC1)C)(C)C